4-(4-methoxy-3-methylphenyl)-4-(2-oxoethyl)cyclohexanecarbonitrile COC1=C(C=C(C=C1)C1(CCC(CC1)C#N)CC=O)C